OC=1C2(N(NC(C1C(=O)N)=O)CCC2)C 4-hydroxy-4a-methyl-2-oxo-6,7-dihydro-5H-pyrrolo[1,2-b]pyridazine-3-carboxamide